N-(4-((5-methyl-3-nitropyridin-2-yl)oxy)phenyl)but-2-ynamide CC=1C=C(C(=NC1)OC1=CC=C(C=C1)NC(C#CC)=O)[N+](=O)[O-]